N-(4-((2-(6-aminohexanoyl)-1,2,3,4-tetrahydroisoquinolin-7-yl)carbamoyl)benzyl)-N-cyclopropyl-3-oxo-3,4-dihydro-2H-benzo[b][1,4]oxazine-7-carboxamide 2,2,2-trifluoroacetate FC(C(=O)O)(F)F.NCCCCCC(=O)N1CC2=CC(=CC=C2CC1)NC(=O)C1=CC=C(CN(C(=O)C=2C=CC3=C(OCC(N3)=O)C2)C2CC2)C=C1